Tert-butyl (S)-(3-((4-(2-(2,3-difluoro-6-(2-morpholinothiazol-4-yl)phenoxy)acetamido)butyl)amino)-1-(4-(4-methylthiazol-5-yl)phenyl)-3-oxopropyl)carbamate FC1=C(OCC(=O)NCCCCNC(C[C@@H](C2=CC=C(C=C2)C2=C(N=CS2)C)NC(OC(C)(C)C)=O)=O)C(=CC=C1F)C=1N=C(SC1)N1CCOCC1